Cl.O1CCNCC2=C1C=C(C=C2)C#N 2,3,4,5-Tetrahydro-1,4-benzoxazepine-8-Formonitrile hydrochloride